CC1(CCC1)C1=CN=CC=2N=C(N=C(C21)N)C2=CC=NC=C2 (1-methylcyclobutyl)-2-(pyridin-4-yl)pyrido[3,4-d]pyrimidin-4-amine